N[C@@H](CCC(=O)N[C@@H](CS)C(=O)O)C(=O)O N-(L-gamma-glutamyl)-L-cysteine